N-(5-bromo-2-cyclopropyl-6-methyl-pyrimidin-4-yl)-4-methyl-benzenesulfonohydrazide BrC=1C(=NC(=NC1C)C1CC1)N(N)S(=O)(=O)C1=CC=C(C=C1)C